C1(CC1)P(C1=CC(=C(C=C1)NCC#CC1=C(C2=C(S1)C(=CC=C2)N[C@@H]2[C@@H](CN(CC2)C)F)CC(F)(F)F)OC)(C2CC2)=O dicyclopropyl(4-((3-(7-(((3R,4S)-3-fluoro-1-methylpiperidin-4-yl)amino)-3-(2,2,2-trifluoroethyl)benzo[b]thiophen-2-yl)prop-2-yn-1-yl)amino)-3-methoxyphenyl)phosphine oxide